tertiary hexylperoxyneoDecanoate C(C)(C)(CCC)OOC(CCCCCC(C)(C)C)=O